NC1=C(C=C(C=N1)C=1C=NN(C1)C1CCN(CC1)C1CN(C1)C=1C=C2CN(C(C2=CC1)=O)C1C(NC(CC1)=O)=O)O[C@H](C)C1=C(C=CC(=C1)F)N1N=CC=N1 3-(5-(3-(4-(4-(6-amino-5-((R)-1-(5-fluoro-2-(2H-1,2,3-triazol-2-yl)phenyl)ethoxy)pyridin-3-yl)-1H-pyrazol-1-yl)piperidin-1-yl)azetidin-1-yl)-1-oxoisoindolin-2-yl)piperidine-2,6-dione